2-methyl-4,5,6,7-tetrahydro-1H-benzo[d]-imidazol-5-ol CC1=NC2=C(N1)CCC(C2)O